C[C@H]1N(CCNC1=O)C(=O)N[C@H](C1=CC(=C(C(=C1)F)F)F)[C@@H]1CC[C@H](CC1)C(F)(F)F (R)-2-methyl-3-oxo-N-((S)-(trans-4-(trifluoromethyl)cyclohexyl)(3,4,5-trifluorophenyl)methyl)piperazine-1-carboxamide